CC1(C2=CC=CC=C2C=2C=CC(=CC12)NC1=CC=CC2=C1OC1=C2C=CC=C1)C N-(9,9-dimethyl-9H-fluorene-2-yl)dibenzofuran-4-amine